N-(5-(1,1-Difluoroethyl)pyridin-3-yl)-6-(pyrazolo[1,5-a]pyrazin-3-carbonyl)-4,5,6,7-tetrahydrothieno[2,3-c]pyridin-3-carboxamid FC(C)(F)C=1C=C(C=NC1)NC(=O)C1=CSC=2CN(CCC21)C(=O)C=2C=NN1C2C=NC=C1